2-bromo-6-(4-isopropyl-5-(methylthio)-4H-1,2,4-triazol-3-yl)pyridine BrC1=NC(=CC=C1)C1=NN=C(N1C(C)C)SC